FC1=C(C=CC(=C1)C(F)(F)F)C1CC2(CN(C2)C(=O)C=2C=C3CN(C(C3=CC2)=O)C2C(NC(CC2)=O)=O)C1 3-(5-(6-(2-fluoro-4-(trifluoromethyl)phenyl)-2-azaspiro[3.3]heptane-2-carbonyl)-1-oxoisoindolin-2-yl)piperidine-2,6-dione